monosodium glutamate, monopotassium salt [K+].N[C@@H](CCC(=O)[O-])C(=O)[O-].[Na+]